C(C)N(C(C1=C(C=CC(=C1)F)I)=O)C(C)C N-ethyl-5-fluoro-2-iodo-N-isopropylbenzamide